C(CCC(C)C)OCCNCCCC=1NC=CN1 N-(2-(iso-hexoxy)ethyl)-3-(imidazolyl)propan-1-amine